FC(C=1C=C(C=CC1)NC(C(C)C)=O)(F)F N-[3-(trifluoromethyl)phenyl]isobutyramide